(2r,4s)-4-{[3,5-bis(trifluoromethyl)benzyl]-[5-(3-carboxypropoxy)pyrimidin-2-yl]amino}-2-ethyl-6-trifluoromethyl-3,4-dihydro-2H-quinoline-1-carboxylic acid ethyl ester C(C)OC(=O)N1[C@@H](C[C@@H](C2=CC(=CC=C12)C(F)(F)F)N(C1=NC=C(C=N1)OCCCC(=O)O)CC1=CC(=CC(=C1)C(F)(F)F)C(F)(F)F)CC